CNS(=O)(=N)C=1C=NC=CC1 N-methylpyridine-3-sulfonimidamide